C(C)(C)(C)OC(=O)NC(C(=O)N1CCN(CC1)C(=O)NC1=NC(N(C=C1)C1=CC=C(C=C1)CC(CC)N1CC2CCCC(C2C1)NC(OC(C)(C)C)=O)=O)(C)C tert-butyl (2-(1-(4-(4-(4-(2-((tert-butoxycarbonyl)amino)-2-methylpropanoyl) piperazine-1-carboxamido)-2-oxopyrimidin-1(2H)-yl)phenyl)butan-2-yl)octahydro-1H-isoindol-4-yl)carbamate